C(#C)C=1SC=C(N1)NC(=O)NC1=NC=NC2=CC(=CC=C12)C1=C(C=CC=C1O)F 1-(2-Ethynylthiazol-4-yl)-3-(7-(2-fluoro-6-hydroxyphenyl)quinazolin-4-yl)urea